O1C(=NN=C1)C=1C=C2CN(CC2=CC1)C(=O)OC(C)(C)C tert-Butyl 5-(1,3,4-oxadiazol-2-yl)isoindoline-2-carboxylate